tert-butyl rac-(2-(4-aminopyridin-2-yl)-1-((tert-butyldimethylsilyl)oxy)propan-2-yl)carbamate NC1=CC(=NC=C1)[C@@](CO[Si](C)(C)C(C)(C)C)(C)NC(OC(C)(C)C)=O |r|